C(C)(C)N1CC2(C1)CN(CC2)C2=CC=C(C=C2)C2=CC1=C(C=N2)N=C(N1C)C1=CC=C(C=C1)S(=O)(=O)C 6-(4-(2-isopropyl-2,6-diazaspiro[3.4]octan-6-yl)phenyl)-1-methyl-2-(4-(methylsulfonyl)phenyl)-1H-imidazo[4,5-c]pyridine